methyl 1-(5-((2,3,5-trifluorobenzyl)oxy)-2,3-dihydro-1H-inden-1-yl)azetidine-3-carboxylate FC1=C(COC=2C=C3CCC(C3=CC2)N2CC(C2)C(=O)OC)C=C(C=C1F)F